N,N-dimethyl-4-(4-nitrophenyl)piperazine-1-amide CN(C(=O)N1CCN(CC1)C1=CC=C(C=C1)[N+](=O)[O-])C